2-(4-benzyloxy-5-fluoro-2-methoxy-phenyl)-4,4,5,5-tetramethyl-1,3,2-dioxaborolane C(C1=CC=CC=C1)OC1=CC(=C(C=C1F)B1OC(C(O1)(C)C)(C)C)OC